C1(=CC=CC=C1)NNC=1C=C(C=CC1)C 1-phenyl-2-(m-tolyl)hydrazine